2-(4-((4-(methylamino)-5-(trifluoromethyl)pyrimidin-2-yl)amino)-7-(trifluoromethoxy)-1H-indazol-1-yl)acetonitrile CNC1=NC(=NC=C1C(F)(F)F)NC1=C2C=NN(C2=C(C=C1)OC(F)(F)F)CC#N